2-(5-bromobiphenyl-2-yl)-9,9-dimethyl-9H-fluorene BrC=1C=CC(=C(C1)C1=CC=CC=C1)C1=CC=2C(C3=CC=CC=C3C2C=C1)(C)C